C(C1=CC=CC=C1)C1=C(C(=O)O)C=CC(=C1)O.C(C1=CC=CC=C1)C1=C(C(=O)O)C=CC(=C1)O.C(=C)C(C1=CC=CC=C1C1=CC=CC=C1)(C=C)O divinylbenzenebenzyl alcohol benzyl-4-hydroxybenzoate (benzyl-para-hydroxybenzoate)